COC=1C(=CC2=C(N=C(S2)NC(C(OC2=CC=CC=C2)C2=CC=C(C=C2)S(=O)(=O)CC)=O)C1)OC N-(5,6-dimethoxybenzothiazol-2-yl)-2-[4-(ethylsulfonyl)phenyl]-2-phenoxyacetamide